OCC(C)(C)NC(=O)C=1C=2C[C@@H]3[C@H](C2N(N1)C1CS(CC1)(=O)=O)C3 (1aR,2R,5aR)-2-(1,1-Dioxo-tetrahydro-1λ6-thiophen-3-yl)-1a,2,5,5a-tetrahydro-1H-2,3-diaza-cyclopropa[a]pentalene-4-carboxylic acid (2-hydroxy-1,1-dimethyl-ethyl)-amide